C(C)(C)N1N=CN=C1C=O (1-isopropyl-1H-1,2,4-triazol-5-yl)methanone